[C].NCCC1=CC(O)=C(O)C=C1.[Au] gold dopamine carbon